S(=O)(=O)(ON1[C@@H]2CC[C@H](N(C1=O)C2)C(NC)=N)[O-].[Na+] Sodium (2S,5R)-2-(N-methylcarbamimidoyl)-7-oxo-1,6-diazabicyclo[3.2.1]octan-6-yl sulfate